N-(4-(7-methoxy-1,3,4,5-tetrahydro-2H-benzo[c]azepine-2-yl)-2,6-dimethylphenyl)-3,3-Dimethylbutanamide COC1=CC2=C(CN(CCC2)C2=CC(=C(C(=C2)C)NC(CC(C)(C)C)=O)C)C=C1